N-((4-(5-chloro-3-fluoropyridin-2-yl)-3,6-dioxo-1-(4-(trifluoromethyl)benzyl)piperazin-2-yl)methyl)acetamide ClC=1C=C(C(=NC1)N1C(C(N(C(C1)=O)CC1=CC=C(C=C1)C(F)(F)F)CNC(C)=O)=O)F